C(C)C1=C(C=CC(=C1)N1CCN(CC1)C)NC1=NC=C(C(=N1)C1=CC(=CS1)C(=O)O)C(F)(F)F 5-(2-((2-ethyl-4-(4-methylpiperazin-1-yl)phenyl)amino)-5-(trifluoromethyl)pyrimidin-4-yl)thiophene-3-carboxylic acid